(S)-1-(4-chlorobenzyl)-3-(4-((3-methyl-2-oxopiperidin-1-yl)methyl)phenyl)urea ClC1=CC=C(CNC(=O)NC2=CC=C(C=C2)CN2C([C@H](CCC2)C)=O)C=C1